1-amino-3-{4-chloro-2-fluoro-5-[(2-hydroxypyridin-3-yl)thio]Phenyl}-6-(trifluoromethyl)pyrimidine-2,4(1H,3H)-dione NN1C(N(C(C=C1C(F)(F)F)=O)C1=C(C=C(C(=C1)SC=1C(=NC=CC1)O)Cl)F)=O